C(C1=CC=CC=C1)OC=1C=C(C=CC1)CC(CC1=NNC(O1)=O)O 5-[3-(3-Benzyloxyphenyl)-2-hydroxypropyl]-1,3,4-oxadiazol-2(3H)-one